(2S)-1-[1-(4-chlorophenyl)cyclopropanecarbonyl]-4,4-difluoro-piperidine-2-carboxylic acid ClC1=CC=C(C=C1)C1(CC1)C(=O)N1[C@@H](CC(CC1)(F)F)C(=O)O